3-(2-fluoro-3,5-dimethoxyphenyl)-1-methyl-1,3,4,7-tetrahydro-2H-pyrrolo[3',2':5,6]pyrido[4,3-d]pyrimidin-2-one FC1=C(C=C(C=C1OC)OC)N1C(N(C2=C(C1)C=NC1=C2C=CN1)C)=O